C12CN(CC(CC1)N2)C=2C1=C(N=C(N2)OCC23CCCN3CCC2)SC(=N1)OC1=CC(=CC2=CC=CC(=C12)C)O 4-({7-(3,8-diazabicyclo[3.2.1]octan-3-yl)-5-[(tetrahydro-1H-pyrrolizin-7a(5H)-yl)methoxy][1,3]thiazolo[5,4-d]pyrimidin-2-yl}oxy)-5-methylnaphthalen-2-ol